C(C)OCOC1=CC=C(C=C1)B(O)O 4-(ETHOXYMETHOXY)PHENYLBORONIC ACID